DIAZO-biotin azide [N-]=[N+]=[N-].[N+](=[N-])=C(C(O)=O)CCC[C@@H]1SC[C@@H]2NC(=O)N[C@H]12